N-(1-cyanochloropropyl)-8-(4-isobutyrylpiperazin-1-yl)-N-(4-methoxybenzyl)-3-(4-carbonyl-4,5,6,7-Tetrahydropyrazolo[1,5-a]pyridin-2-yl)imidazo[1,2-a]pyridine-6-sulfonamide C(#N)C(CCCl)N(S(=O)(=O)C=1C=C(C=2N(C1)C(=CN2)C2=NN1C(C(CCC1)=C=O)=C2)N2CCN(CC2)C(C(C)C)=O)CC2=CC=C(C=C2)OC